N-{2-[(3S,4R)-3-fluoro-4-(2H3)methoxy-piperidin-1-yl]pyrimidin-4-yl}-8-[3-(methane-sulfonylmethyl)azetidin-1-yl]-5-(propan-2-yl)-2,6-naphthyridin-3-amine F[C@H]1CN(CC[C@H]1OC([2H])([2H])[2H])C1=NC=CC(=N1)NC=1N=CC2=C(C=NC(=C2C1)C(C)C)N1CC(C1)CS(=O)(=O)C